CN(C(=O)[C@H]1N(C[C@H](C1)Br)C(=O)OCC1=CC=C(C=C1)[N+](=O)[O-])C (2S,4S)-2-dimethylcarbamoyl-4-bromo-1-(p-nitrobenzyloxycarbonyl)pyrrolidine